(4-(benzyloxy)phenyl)-4-cyclopropyl-1-methyl-1H-imidazole C(C1=CC=CC=C1)OC1=CC=C(C=C1)C=1N(C=C(N1)C1CC1)C